2-Butyl-3-(3-(methoxymethyl)-4-(4,4,5,5-tetramethyl-1,3,2-dioxaborolan-2-yl)benzyl)-1,3-diazaspiro[4.4]non-1-en-4-one C(CCC)C1=NC2(C(N1CC1=CC(=C(C=C1)B1OC(C(O1)(C)C)(C)C)COC)=O)CCCC2